BrC1=NC=CC(=C1)C(C)(C)O 2-(2-bromopyridin-4-yl)propan-2-ol